O,O'-1,3-propanediylbis(hydroxylamine) C(CCON)ON